CNCCCC=1SC=CN1 N-methyl-3-(2-thiazolyl)propan-1-amine